NC1=NC2=C(N1)C=C(C=C2)C=2C=C(CC1=NNC(C3=CC=CC=C13)=O)C=CC2F 4-(3-(2-amino-1H-benzimidazol-6-yl)-4-fluorobenzyl)phthalazin-1(2H)-one